C1=CC=CC=2C3=CC=CC=C3N(C12)C1=C(C#N)C(=C(C(=C1N1C2=CC=CC=C2C=2C=CC=CC12)C#N)N1C2=CC=CC=C2C=2C=CC=CC12)N1C2=CC=CC=C2C=2C=CC=CC12 2,3,5,6-tetra(9H-carbazole-9-yl)terephthalonitrile